4-(5-(2-chlorophenoxy)-1H-pyrazolo[3,4-b]pyridin-1-yl)-N-methylthiophene-2-carboxamide ClC1=C(OC=2C=C3C(=NC2)N(N=C3)C=3C=C(SC3)C(=O)NC)C=CC=C1